3-Butoxy-N,N-dimethylpropaneamide C(CCC)OCCC(=O)N(C)C